4-oxopyrrolidine-1,3-dicarboxylic acid dimethyl ester COC(=O)N1CC(C(C1)=O)C(=O)OC